BrC=1C(=C(C=C(C1)F)CC(CC(=O)NC=1C=CC(=C(C(=O)NC2=C(C=C(C=C2)F)F)C1)Cl)(Cl)Cl)F 5-(3-(3-bromo-2,5-difluorophenyl)-2,2-dichloropropane-1-carboxamido)-2-chloro-N-(2,4-difluorophenyl)benzamide